OC1=C(C(=O)N2CC3=CC=CC(=C3C2)N2C(C(CC2)=CCN(C)C)=O)C=C(C(=C1)O)C 1-(2-(2,4-Dihydroxy-5-methylbenzoyl)isoindolin-4-yl)-3-(2-(dimethylamino)ethylidene)pyrrolidin-2-one